CC1=NC2=C(N1)C=CC(=C2)C2=C(C=CC(=C2)CCC)CO (2-(2-methyl-1H-benzimidazol-5-yl)-4-propylphenyl)methanol